C(C#CCCC)=O 2-HEXYNAL